R-pyridone N1C(C=CC=C1)=O